Methyl 3-[bis(tert-butoxycarbonyl)amino]-6-(1-ethoxyvinyl)-5-(trifluoromethyl)pyridine-2-carboxylate C(C)(C)(C)OC(=O)N(C=1C(=NC(=C(C1)C(F)(F)F)C(=C)OCC)C(=O)OC)C(=O)OC(C)(C)C